[C@H]12CC(C[C@H](CC1)N2)N(C2=CC=C(N=N2)C2=C(C=C(C=C2)N2N=C(C(=C2)N)C)O)C 2-(6-(((1R,3s,5S)-8-azabicyclo[3.2.1]octan-3-yl)(methyl)amino)pyridazin-3-yl)-5-(4-amino-3-methyl-1H-pyrazol-1-yl)phenol